BrC=1C(=NC=CC1)CF bromo-2-(fluoromethyl)pyridine